Cl.C(N)(=N)C=1C=C(CNC(CCC)=O)C=CC1Cl N-(3-carbamimidoyl-4-chlorobenzyl)butanamide hydrochloride